2-(2-hydroxynaphthalen-1-yl)benzimidazole OC1=C(C2=CC=CC=C2C=C1)C=1NC2=C(N1)C=CC=C2